N[C@@H](C(=O)NC(C)(C)C)C(C)C (2R)-2-amino-N-tert-butyl-3-methylbutanamide